COC(=O)C1=C(C2=C(CCO2)C(=C1)Br)C=O.CN1CCC(CC1)C1=CNC2=CC=CC(=C12)OP(=O)(O)O.CC(C)(CCC(C)(OOC(C)(C)C)C)OOC(C)(C)C 2,5-Dimethyl-2,5-Di(tert-butylperoxy)hexane 3-(1-methylpiperidin-4-yl)-1H-indol-4-yl-dihydrogenphosphate methyl-4-bromo-7-formyl-2,3-dihydrobenzofuran-6-carboxylate